FC=1C=C2N(CCN(C2=CC1)C1CCN(CC1)CC(C)C)C1=CC=C(C=C1)F 6-Fluoro-4-(4-fluorophenyl)-N-(1-isobutylpiperidin-4-yl)-3,4-dihydroquinoxaline